1,1,2-trimethylpropanol CC(C(C)C)(O)C